CN1N=C(C=2N=C(N=CC21)NC=2C(=CC=1N(C2)N=CN1)C)C(=C)C 1-methyl-N-[7-methyl-[1,2,4]triazolo[1,5-a]pyridin-6-yl]-3-(prop-1-en-2-yl)pyrazolo[4,3-d]pyrimidin-5-amine